C(CCCCCCC\C=C/CCCCCCCC)C(C(N(C)C)=O)CCCCCCCCC\C=C/CCCCCCCC 2,3-dioleyl-oxo-N,N-dimethylpropylamine